(E)-4-(((4-((2-(aminomethyl)-3-fluoroallyl)oxy)phenyl)sulfonyl)methyl)-N-cyclobutyl-2-(trifluoromethyl)benzamide NC/C(/COC1=CC=C(C=C1)S(=O)(=O)CC1=CC(=C(C(=O)NC2CCC2)C=C1)C(F)(F)F)=C\F